N,N-bis(4-tert-butylcyclohexyl)-5-(4-tert-butylcyclohexylcarbonylamino)-isophthalamide C(C)(C)(C)C1CCC(CC1)N(C(C1=CC(C(=O)N)=CC(=C1)NC(=O)C1CCC(CC1)C(C)(C)C)=O)C1CCC(CC1)C(C)(C)C